FC(C1=CC=C(N=N1)CC1CC2(CN(C2)C(=O)N2CC3(C2)NC(COC3)=O)C1)(F)F 2-[6-[[6-(trifluoromethyl)pyridazin-3-yl]methyl]-2-azaspiro[3.3]heptane-2-carbonyl]-8-oxa-2,5-diazaspiro[3.5]nonan-6-one